N-methyl-2,3-diphenyl-1,2,4-thiadiazolium-5-amine CNC1=NC(=[N+](S1)C1=CC=CC=C1)C1=CC=CC=C1